4-(2-((5,7-dimethyl-1H-indol-4-yl)methyl)-2-azaspiro[3.5]nonan-1-yl)benzoic acid CC=1C(=C2C=CNC2=C(C1)C)CN1C(C2(C1)CCCCC2)C2=CC=C(C(=O)O)C=C2